1-(cyanomethyl)cyclobutane-1-carboxylic acid methyl ester COC(=O)C1(CCC1)CC#N